N-(3-((Dimethylamino)methyl)-4-hydroxy-4-(3-methoxyphenyl)cyclohexyl)-1-benzenesulfonamide hydrochloride Cl.CN(C)CC1CC(CCC1(C1=CC(=CC=C1)OC)O)NS(=O)(=O)C1=CC=CC=C1